FC=1C=NC(=NC1)N[C@@H]1CNC[C@H]1OCCC1=CC=C(C=C1)C(F)(F)F trans-5-fluoro-N-(4-(4-(trifluoromethyl)phenethoxy)pyrrolidin-3-yl)pyrimidin-2-amine